CC(CN1CCN(CCN(CCN(CC1)CC(=O)O)CC(=O)O)CC(=O)O)O The molecule is a tricarboxylic acid that consists of 1,4,7,10-tetraazacyclododecane bearing three carboxymethyl substituents at positions 1, 4 and 7 as well as a 2-hydroxypropyl group at position 10. It is a conjugate acid of a HP-DO3A(3-). It derives from a hydride of a 1,4,7,10-tetraazacyclododecane.